behenyl phthalate C(C=1C(C(=O)[O-])=CC=CC1)(=O)OCCCCCCCCCCCCCCCCCCCCCC